C(C1=CC=CC=C1)NCCC1=CC(=CC=C1)OC N-benzyl-1-(3-methoxybenzyl)methylamine